3-((3-(4-(But-2-ynamido)but-1-yn-1-yl)phenyl)amino)-6-ethyl-5-((tetrahydro-2H-pyran-4-yl)amino)pyrazine-2-carboxamide C(C#CC)(=O)NCCC#CC=1C=C(C=CC1)NC=1C(=NC(=C(N1)NC1CCOCC1)CC)C(=O)N